Cl.Cl hydrochloric acid-HCl